cobalt trifluoroacetate hydrate O.FC(C(=O)[O-])(F)F.[Co+2].FC(C(=O)[O-])(F)F